2-(6-(((1S,4S,5S,6R)-6-fluoro-2-azabicyclo[2.2.1]heptan-5-yl)(methyl)amino)pyridazin-3-yl)-5-(1H-imidazol-1-yl)phenol F[C@H]1[C@H]([C@@H]2CN[C@H]1C2)N(C2=CC=C(N=N2)C2=C(C=C(C=C2)N2C=NC=C2)O)C